CCCCCCCCCCCCCCCCOC(=O)C(CC)CCCC CETYL ETHYLHEXANOATE